C1(CC1)NC(C1=C(C=C(C=C1OC)C1=CN=C2N1C=CC(=C2)OCCCN2CC(C2)(C)O)OC(F)F)=O N-cyclopropyl-2-(difluoromethoxy)-4-[7-[3-(3-hydroxy-3-methyl-azetidin-1-yl)propoxy]imidazo[1,2-a]pyridin-3-yl]-6-methoxy-benzamide